[2H]C([2H])([2H])C([2H])([2H])I iodoethane-d5